FC=1C=CC2=C(N=C(O2)NC=2OC3=C(N2)C=C(C=C3)C(=O)NCCOC)C1 2-((5-fluorobenzo[d]oxazol-2-yl)amino)-N-(2-methoxyethyl)benzo[d]oxazole-5-carboxamide